CC([C@@H](C(=O)N1[C@@H]([C@H]2[C@H]3C=C[C@@H]([C@H]2C1)C3)C(=O)N[C@H](C(=O)N)C[C@H]3C(NCC3)=O)NC(C(F)(F)F)=O)(C#C)C (2S)-2-{[(1R,2S,3S,6R,7S)-4-[(2S)-3,3-dimethyl-2-(2,2,2-trifluoroacetamido)pent-4-ynoyl]-4-azatricyclo[5.2.1.0^{2,6}]dec-8-en-3-yl]formamido}-3-[(3S)-2-oxopyrrolidin-3-yl]propanamide